FC(C1=NC=CC(=C1)CC(=O)O)(F)F 2-(2-(trifluoromethyl)pyridin-4-yl)acetic acid